BrC=1C=NN(C1C=1C=CC2=C(CCO2)C1)C(F)F 4-bromo-1-(difluoromethyl)-5-(2,3-dihydrobenzofuran-5-yl)-1H-pyrazole